5-(5-cyano-6-((2-hydroxy-2-methylpropyl)amino)pyridin-3-yl)-N-cyclopropyl-2-fluoro-4-methylbenzamide C(#N)C=1C=C(C=NC1NCC(C)(C)O)C=1C(=CC(=C(C(=O)NC2CC2)C1)F)C